(E)-4-[4-[(E)-3-[4-[(4-Benzylpiperazin-1-yl)methyl]phenyl]-3-oxoprop-1-enyl]phenyl]-1-hydroxybut-3-en-2-one C(C1=CC=CC=C1)N1CCN(CC1)CC1=CC=C(C=C1)C(/C=C/C1=CC=C(C=C1)/C=C/C(CO)=O)=O